4-[4-[(3S)-1-(3-fluoropropyl)pyrrolidin-3-yl]oxyphenyl]-3-(1H-indol-5-yl)-2H-thiochromen-7-ol FCCCN1C[C@H](CC1)OC1=CC=C(C=C1)C1=C(CSC2=CC(=CC=C12)O)C=1C=C2C=CNC2=CC1